CC([C@@H](C(=O)OC)NC=1C(=NC=CC1)OCOCC[Si](C)(C)C)(C)C methyl (2S)-3,3-dimethyl-2-[[2-(2-trimethylsilylethoxymethoxy)-3-pyridyl]amino]butanoate